FC(C(=O)O)(F)F.FC(C(=O)O)(F)F.N1=NC(N=C1)=O 1,2,4-triazol-3-one ditrifluoroacetate